N1=CC=NC2=CC(=CC=C12)NC([C@H](CCC)N1C(C=C(C(=C1)OC)C1=C(C=CC(=C1)Cl)N1N=NN=C1)=O)=O N-(quinoxalin-6-yl)-(2S)-2-{4-[5-chloro-2-(1H-tetrazol-1-yl)phenyl]-5-methoxy-2-oxopyridin-1(2H)-yl}pentanamide